2-(2,8-dimethylimidazo[1,2-a]pyridin-6-yl)-7-(4-methylpiperazin-1-yl)-4H-pyrido[1,2-a]pyrimidin-4-one CC=1N=C2N(C=C(C=C2C)C=2N=C3N(C(C2)=O)C=C(C=C3)N3CCN(CC3)C)C1